OCC1=CC=CC(=N1)C(=O)N1CCOCC1 (6-(hydroxymethyl)pyridin-2-yl)(morpholinyl)methanone